C(C)OP(=O)(OCC)C(C(=O)OC(C)(C)C)CC1=NC(=NO1)C(C1=CC=C(C=C1)C(F)(F)F)(F)F tert-butyl 2-(diethoxyphosphoryl)-3-(3-(difluoro(4-(trifluoromethyl)phenyl)methyl)-1,2,4-oxadiazol-5-yl)propanoate